4-oxo-pyran-2,6-dicarboxylic acid O=C1C=C(OC(=C1)C(=O)O)C(=O)O